NC1=C2N=CN(C2=NC=N1)C(C)C=1OC2=CC=C(C=C2C(C1C1=C(C=CC=C1)F)=O)F 2-(1-(6-amino-9H-purin-9-yl)ethyl)-6-fluoro-3-(2-fluorophenyl)-4H-chromen-4-one